C(#N)C1(CCC1)C1=CC(=NC=C1)N1N=CC(=C1)S(=O)(=O)NC=1C(=CC=C2C=NN(C12)C)OC 1-(4-(1-CYANOCYCLOBUTYL)PYRIDIN-2-YL)-N-(6-METHOXY-1-METHYL-1H-INDAZOL-7-YL)-1H-PYRAZOLE-4-SULFONAMIDE